BrC1=CC=C(C=C1)N1CC2(C1)CN(C2)C[C@H](COC=2C(=C(C(=O)[O-])C=CC2)C=O)O (2R)-3-[2-(4-bromophenyl)-2,6-diazaspiro[3.3]heptan-6-yl]-2-hydroxy-propoxyl-2-formyl-benzoate